4,4'-hexamethylenebis(amino-1,2,2,6,6-pentamethylpiperidine) NC1C(N(C(CC1CCCCCCC1C(C(N(C(C1)(C)C)C)(C)C)N)(C)C)C)(C)C